FC1=CC2=C(CN(S2)C)C=C1 6-fluoro-2-methylbenzo[d]isothiazol